lignoceryl laurate C(CCCCCCCCCCC)(=O)OCCCCCCCCCCCCCCCCCCCCCCCC